3-((5-cyclopropyl-6-(2-(ethoxymethoxy)-4-ethynylphenyl)pyridazin-3-yl)amino)piperidine-1-carboxylic acid tert-butyl ester C(C)(C)(C)OC(=O)N1CC(CCC1)NC=1N=NC(=C(C1)C1CC1)C1=C(C=C(C=C1)C#C)OCOCC